bis(2-methoxystyryl)-1,1'-biphenyl COC1=C(C=CC2=CC=C(C=C2)C2=CC=C(C=C2)C=CC2=C(C=CC=C2)OC)C=CC=C1